2-(6-Hydroxymethylpyridin-3-yl)pyrrolidinecarboxylic acid tert-butyl ester C(C)(C)(C)OC(=O)N1C(CCC1)C=1C=NC(=CC1)CO